1-{2-[4-(2-dimethylamino-ethylsulfanyl)-anilino]-pyrimidin-4-yl}-1H-indole-3-carboxamide CN(CCSC1=CC=C(NC2=NC=CC(=N2)N2C=C(C3=CC=CC=C23)C(=O)N)C=C1)C